C(CCCCCCC\C=C/CCCC)(=O)OCCCCCCCCCCCCCCCCCCCCCCCCCCCCCCCCCCCCCCCC tetracontyl myristoleate